1-(tert-butyl) 3-methyl 2-oxo-5-(2,2,2-trifluoroethyl)piperidine-1,3-dicarboxylate O=C1N(CC(CC1C(=O)OC)CC(F)(F)F)C(=O)OC(C)(C)C